5-bromopyrrolo[2,3-c]pyridine BrC=1C=C2C(=CN1)NC=C2